6-methoxyquinazolin-7-yltrifluoromethanesulfonic acid COC=1C=C2C=NC=NC2=CC1OS(=O)(=O)C(F)(F)F